5,5-dimethyl-5H-dibenzo[b,d]silol C[Si]1(C2=C(C3=C1C=CC=C3)C=CC=C2)C